N-(8-cyclopentyl-7H-purin-6-yl)-2-(3-fluoro-5-(pyrimidin-5-yl)phenyl)acetamide C1(CCCC1)C1=NC2=NC=NC(=C2N1)NC(CC1=CC(=CC(=C1)C=1C=NC=NC1)F)=O